ClC=1C=C(C=CC1F)NC(N([C@@H](C)C1=CNC(C2=CC=CC=C12)=O)CC(CO)(C)C)=O (S)-3-(3-chloro-4-fluorophenyl)-1-(3-hydroxy-2,2-dimethylpropyl)-1-(1-(1-oxo-1,2-dihydroisoquinolin-4-yl)ethyl)urea